spiro[5.2]octane C1CCCCC12CC2